5-(2-Chloro-4-methylphenyl)-1-(2,2,2-trifluoroethyl)-1H-benzo[d]imidazole-7-carboxylic acid ClC1=C(C=CC(=C1)C)C1=CC2=C(N(C=N2)CC(F)(F)F)C(=C1)C(=O)O